FC1=CC2=C(N(C(=N2)COC2=CC=C(C=C2)C2=NN(C=C2C2=CC=NC=C2)C)C)C=C1F 5,6-difluoro-1-methyl-2-[4-(1-methyl-4-pyridin-4-yl-1H-pyrazol-3-yl)-phenoxymethyl]-1H-benzimidazole